S(=O)(=O)(O)[O-].C(C)[NH+](C)CC diethylmethylammonium hydrogensulfate